2,2-bis[4,4-bis(4-hydroxyphenyl)cyclohexyl]-propane OC1=CC=C(C=C1)C1(CCC(CC1)C(C)(C)C1CCC(CC1)(C1=CC=C(C=C1)O)C1=CC=C(C=C1)O)C1=CC=C(C=C1)O